aspartophenol N([C@@H](CC(=O)O)C(=O)O)C1=C(C=CC=C1)O